FC1(CCC2(OCCO2)CC1)CO (8-fluoro-1,4-dioxaspiro[4.5]decan-8-yl)methanol